FC(C=1C2=C(N=CN1)C(=CS2)C(=O)O)(F)F 4-(trifluoromethyl)-thieno[3,2-d]pyrimidine-7-carboxylic acid